C(C1=CC=CC=C1)OC1=NC(=CC=C1N1C(C2=C3C(C=CC=C13)=C(C=C2)C#CCCCO)=O)OCC2=CC=CC=C2 1-(2,6-dibenzyloxy-3-pyridyl)-5-(5-hydroxypent-1-ynyl)benzo[cd]indol-2-one